CN1C2(C3=C(C1=O)C(=CS3)C(F)(F)F)CCCC2 5'-methyl-3'-(trifluoromethyl)spiro[cyclopentane-1,6'-thieno[2,3-c]pyrrole]-4'(5'h)-one